6-(2-(3-(but-3-yn-1-yl)-3H-diazirin-3-yl)ethoxy)-2-((4-(5-ethylpyrimidin-4-yl)piperazin-1-yl)methyl)-1H-indole C(CC#C)C1(N=N1)CCOC1=CC=C2C=C(NC2=C1)CN1CCN(CC1)C1=NC=NC=C1CC